tert-butyl 4-(3-methyl-1H-indol-4-yl)piperidine-1-carboxylate CC1=CNC2=CC=CC(=C12)C1CCN(CC1)C(=O)OC(C)(C)C